BrC=1C=C2C(CCNC2=CC1)(C)C 6-bromo-4,4-dimethyl-1,2,3,4-tetrahydroquinoline